FC=1C=C(C=CC1C1=NC=2C=CNC(C2C(=C1)NC1=NC=C(C=C1)OC)=O)NC(=O)C1CCCCC1 N-[3-fluoro-4-[4-[(5-methoxy-2-pyridyl)amino]-5-oxo-6H-1,6-naphthyridin-2-yl]phenyl]cyclohexanecarboxamide